[Pb].N1C(C=CC2=CC=CC=C12)=O quinolone lead